C(C=C)(=O)N1CC(CC1)C1=C(C2=C(N=CN=C2N)N1C)C1=CC=C(C=C1)NC(=O)NC1CC1 1-(4-(6-(1-acryloylpyrrolidin-3-yl)-4-amino-7-methyl-7H-pyrrolo[2,3-d]pyrimidin-5-yl)phenyl)-3-cyclopropylurea